COC1=CC=C(C=C1)C=1C=C(C(NN1)=O)C(=O)N 6-(4-methoxyphenyl)-3-oxo-2,3-dihydropyridazine-4-carboxamide